(1R,3S,5S)-6-azabicyclo[3.1.1]heptan-3-ol [C@@H]12CC(C[C@@H](N1)C2)O